C(C)(C)(C)OC(=O)N[C@H](C(=O)OC(C)(C)C)CC1=CC(=C(C=C1)OC)SC#N tert-butyl (S)-2-((tert-butoxycarbonyl)amino)-3-(4-methoxy-3-thiocyanatophenyl)propanoate